(3R)-3-(4-(1-(4-fluorobenzoyl)piperidin-2-yl)-1H-1,2,3-triazol-1-yl)-N-hydroxy-4-(naphthalen-2-yl)butanamide FC1=CC=C(C(=O)N2C(CCCC2)C=2N=NN(C2)[C@@H](CC(=O)NO)CC2=CC3=CC=CC=C3C=C2)C=C1